(S)-N-((S)-2-(dimethylamino)-3-(4-methyl-1H-indazol-5-yl)propyl)-3-phenylbutanamide CN([C@H](CNC(C[C@H](C)C1=CC=CC=C1)=O)CC=1C(=C2C=NNC2=CC1)C)C